FC1=C(N)C=C(C(=C1)OC)C1=CC=C(C=C1)C(C)C 2-fluoro-5-(4-isopropylphenyl)-4-methoxy-aniline